disilaneAt [Si]([SiH3])(=O)[O-]